cis-propene-1,2,3-tricarboxylic acid-1,2-anhydride C1=C(CC(=O)O)C(=O)OC1=O